ClC1=NC=C(C(=N1)OC1=NC=2C=CC3=C(C2N=C1)C1=C(S3)C(NC3(CN1)CC3)=O)CN3C(COCC3)=O 4-((2-chloro-4-((8'-oxo-8',9',11',12'-tetrahydrospiro[cyclopropane-1,10'-[1,4]diazepino[5',6':4,5]thieno[3,2-f]quinoxalin]-3'-yl)oxy)pyrimidin-5-yl)methyl)morpholin-3-one